ClC=1C=C(C=C(C1)Cl)C1=NC(=CC(=C1)CN1CCC(CC1)CNC(C)=O)OC=1C=NC(=CC1)N1CCC(CC1)NC N-((1-((2-(3,5-dichlorophenyl)-6-((6-(4-(methylamino)piperidin-1-yl)pyridin-3-yl)oxy)pyridin-4-yl)methyl)piperidin-4-yl)methyl)acetamide